The molecule is a maleate salt obtained by reaction of paroxetine with one equivalent of maleic acid. Highly potent and selective 5-HT uptake inhibitor that binds with high affinity to the serotonin transporter (Ki = 0.05 nM). Ki values are 1.1, 350 and 1100 nM for inhibition of [3H]-5-HT, [3H]-l-NA and [3H]-DA uptake respectively. Displays minimal affinity for alpha1-, alpha2- or beta-adrenoceptors, 5-HT2A, 5-HT1A, D2 or H1 receptors at concentrations below 1000 nM, however displays weak affinity for muscarinic ACh receptors (Ki = 42 nM). Antidepressant and anxiolytic in vivo. It has a role as an antidepressant, an anxiolytic drug, a serotonin uptake inhibitor, a hepatotoxic agent and a P450 inhibitor. It contains a paroxetinium(1+). C1CNC[C@H]([C@@H]1C2=CC=C(C=C2)F)COC3=CC4=C(C=C3)OCO4.C(=C\\C(=O)O)\\C(=O)O